(R)-4-(2-(cyclohexylamino)-3-phenylpropionamido)benzoic acid C1(CCCCC1)N[C@@H](C(=O)NC1=CC=C(C(=O)O)C=C1)CC1=CC=CC=C1